1-(5-fluoropyrimidin-2-yl)-N-(2-(trifluoromethoxy)ethyl)ethan-1-amine FC=1C=NC(=NC1)C(C)NCCOC(F)(F)F